C(C)(C)(C)OC(=O)N1CC([C@H](CC1)C=O)(F)F tert-butyl-(4R)-3,3-difluoro-4-formyl-piperidine-1-carboxylate